[Na+].[Na+].C(C)(=O)[O-].C(C)(=O)[O-] diacetate disodium salt